Tert-butyl 7-(1-((1S,3S,5S)-5-methyl-2-((4-phenoxybutanoyl)glycyl)-2-azabicyclo[3.1.0]hexane-3-carboxamido)cyclopropyl)-3,4-dihydroisoquinoline-2(1H)-carboxylate C[C@@]12C[C@H](N([C@H]2C1)C(CNC(CCCOC1=CC=CC=C1)=O)=O)C(=O)NC1(CC1)C1=CC=C2CCN(CC2=C1)C(=O)OC(C)(C)C